tert-butyl-((2-chloroethoxy)carbonyl)-L-lysine C(C)(C)(C)N([C@@H](CCCCN)C(=O)O)C(=O)OCCCl